5-(difluoromethoxy)-1'-[2-((7-oxo-8-[(cis)-3-hydroxy-3-methylcyclobutyl]-7,8-dihydro-1,8-naphthyridin-3-yl)oxy)ethyl]-1,2-dihydrospiro[indole-3,4'-piperidin]-2-one FC(OC=1C=C2C(=CC1)NC(C21CCN(CC1)CCOC=1C=NC=2N(C(C=CC2C1)=O)C1CC(C1)(C)O)=O)F